(2R,4S)-4-(4-amino-3-((1-ethyl-4,6-difluoro-2-methyl-1H-benzo[d]imidazol-5-yl)ethynyl)-1H-pyrazolo[4,3-c]pyridin-1-yl)-2-(methoxymethyl)pyrrolidine-1-carboxylic acid tert-butyl ester C(C)(C)(C)OC(=O)N1[C@H](C[C@@H](C1)N1N=C(C=2C(=NC=CC21)N)C#CC2=C(C1=C(N(C(=N1)C)CC)C=C2F)F)COC